ClC1=CC=C(C(=N1)C(=O)O)N[C@H](C)C=1C=C(C=C2C(N(C(=NC12)N1CC=2N(N=CC2C1)C)C)=O)C (R)-6-chloro-3-((1-(3,6-dimethyl-2-(1-methyl-4,6-dihydropyrrolo[3,4-c]pyrazol-5(1H)-yl)-4-oxo-3,4-dihydroquinazolin-8-yl)ethyl)amino)picolinic acid